C1OCC12NCCN(C2)C(=O)OC(C)(C)C Tert-Butyl 2-oxa-5,8-diazaspiro[3.5]nonane-8-carboxylate